N-(2,4-difluorophenyl)-2-(2-(5-(trifluoromethyl)-1,2,4-oxadiazol-3-yl)-6,7-dihydrothieno[3,2-c]pyridin-5(4H)-yl)acetamide FC1=C(C=CC(=C1)F)NC(CN1CC2=C(CC1)SC(=C2)C2=NOC(=N2)C(F)(F)F)=O